[2-(2-aminophenyl)-phenyl]-chloro-palladium NC1=C(C=CC=C1)C1=C(C=CC=C1)[Pd]Cl